[Si].[Mn].[B] boron manganese-silicon